BrC=1C=CC(=C(C1)[C@]1(N=C([C@@](OC1)(C(F)(F)F)C)N(C(OC(C)(C)C)=O)COCC[Si](C)(C)C)C)F tert-butyl ((2R,5R)-5-(5-bromo-2-fluorophenyl)-2,5-dimethyl-2-(trifluoromethyl)-5,6-dihydro-2H-1,4-oxazin-3-yl)((2-(trimethylsilyl)ethoxy)methyl)carbamate